C(#N)C=1C=C(C=C(C1N1[C@@H](C[C@H](C1)C1=CC=CC=C1)CCN(C)C)F)S(=O)(=O)NC(=O)C1(CCCCC1)OC N-((3-cyano-4-((2S,4S)-2-(2-(dimethylamino)ethyl)-4-phenylpyrrolidin-1-yl)-5-fluorophenyl)sulfonyl)-1-methoxycyclohexane-1-carboxamide